N[C@@H](CCCNC(N)=N)C(=O)N[C@@H](CCC(=O)O)C(=O)N[C@@H](CO)C(=O)O L-arginyl-L-glutamyl-L-serine